N-hexanoylphenylglycine C(CCCCC)(=O)NC(C1=CC=CC=C1)C(=O)O